3-bromo-2-methyl-4H-thieno[3,2-b]pyrrole BrC1=C(SC2=C1NC=C2)C